benzyl 5-[4-[1-(1-tert-butoxycarbonyl-4-piperidyl)-1-methyl-ethyl]piperazin-1-yl]-3,4-dihydro-2H-quinoline-1-carboxylate C(C)(C)(C)OC(=O)N1CCC(CC1)C(C)(C)N1CCN(CC1)C1=C2CCCN(C2=CC=C1)C(=O)OCC1=CC=CC=C1